2-{3-[(3S)-3-(tert-butylamino)pyrrolidin-1-yl]-1,2,4-triazin-6-yl}-5-(3-fluoro-1H-pyrazol-4-yl)pyridin C(C)(C)(C)N[C@@H]1CN(CC1)C=1N=NC(=CN1)C1=NC=C(C=C1)C=1C(=NNC1)F